2-nonene oxide CC1C(CCCCCC)O1